O1C=NC=C1CNC(=O)NC1=CC=C(C=C1)S(=O)(=O)C1=NC=CC=N1 1-Oxazol-5-ylmethyl-3-[4-(pyrimidine-2-sulfonyl)-phenyl]-urea